8-(2-fluoro-5-(2-morpholinoethoxy)phenyl)-N-(4-(piperazin-1-yl)phenyl)pyrido[3,4-d]pyrimidin-2-amine FC1=C(C=C(C=C1)OCCN1CCOCC1)C1=NC=CC2=C1N=C(N=C2)NC2=CC=C(C=C2)N2CCNCC2